CN1N=C(C=C1C(F)(F)F)[C@@H]1[C@H](C(NC1)=O)C(=O)OCC ethyl (3R,4R)-4-[1-methyl-5-(trifluoromethyl)-1H-pyrazol-3-yl]-2-oxo-3-pyrrolidinecarboxylate